6-chloro-3-(4-methyl-1H-indol-3-yl)-1H-indene-2-carbaldehyde ClC1=CC=C2C(=C(CC2=C1)C=O)C1=CNC2=CC=CC(=C12)C